C1=CC=CC2=C1CCCCC2N2CCNCC2 (6,7,8,9-tetrahydro-5H-benzo[7]annulen-5-yl)piperazin